Tert-butyl-2-(4-(6-((6-chloropyridin-3-yl)methoxy)pyridin-2-yl)-2,5-difluorobenzyl)-1-(2-methoxyethyl)-1H-benzo[d]imidazole C(C)(C)(C)C1=CC=CC=2N(C(=NC21)CC2=C(C=C(C(=C2)F)C2=NC(=CC=C2)OCC=2C=NC(=CC2)Cl)F)CCOC